BrC=1C(=CC(=C(C=O)C1)F)I 5-bromo-2-fluoro-4-iodobenzaldehyde